N,N-dimethyl-2-(3-(trimethoxysilyl)propoxy)ethanamine CN(CCOCCC[Si](OC)(OC)OC)C